[N+](=O)([O-])C=1NC(=C2CC(C3=C(C12)C=CC=C3)O)C3=CC=C(C=C3)Cl 1-nitro-3-p-chlorophenyl-4,5-dihydro-2H-benzo[e]isoindol-5-ol